N1C=C(C2=CC=CC=C12)[Se]C=1C=C(C(=O)O)C=CC1 3-((1H-indol-3-yl)seleno)benzoic acid